FC(OC=1C=C(C=CC1)C(CCCCC)O)(F)F 1-(3-[(trifluoromethyl)oxy]phenyl)hexan-1-ol